C(C)N(C(C1=C(C=CC(=C1)F)C=1C=2N(C=C(C1)C1CN(C1)CC1CCNCC1)C(=NC2)C)=O)C(C)C N-ethyl-5-fluoro-2-(3-methyl-6-{1-[(piperidin-4-yl)methyl]azetidin-3-yl}imidazo[1,5-a]pyridin-8-yl)-N-(isopropyl)benzamide